[Si](C)(C)(C(C)(C)C)OCCC1=CN=C(C(=N1)NC([O-])=O)OC N-(6-[2-[(tert-butyldimethylsilyl) oxy]ethyl]-3-methoxypyrazin-2-yl)carbamate